4-hydroxyphenyl-2,3,4-trihydroxyphenyl ketone OC1=CC=C(C=C1)C=1C(=C(C(=C(C1)C(=O)C1=C(C(=C(C(=C1)C1=CC=C(C=C1)O)O)O)O)O)O)O